C(C1=CC=CC=C1)N(C(C)=O)C(C)C=1C(=NC(=NC1)NC=1C=NN(C1)C)NC=1C=C(C=CC1)NC(OC(C)(C)C)=O tert-butyl (3-((5-(1-(N-benzylacetamido)ethyl)-2-((1-methyl-1H-pyrazol-4-yl)amino)pyrimidin-4-yl)amino)phenyl)carbamate